4-chloro-6-methyl-N-[(1S,2S,3S,5R)-2,6,6-trimethylnorpinan-3-yl]-1H-pyrrolo[2,3-b]pyridine-2-carboxamide ClC1=C2C(=NC(=C1)C)NC(=C2)C(=O)N[C@@H]2[C@H]([C@H]1C([C@@H](C2)C1)(C)C)C